N1=C(C=CC=C1)C1(CC1)NC(=O)[C@@H]1CN(CC[C@H]1NC(=O)C=1OC(=CN1)C1=C(C=C(C=C1)F)F)CC1CC1 (3R,4R)-1-cyclopropylmethyl-4-{[5-(2,4-difluoro-phenyl)-oxazole-2-carbonyl]-amino}-piperidine-3-carboxylic acid (1-pyridin-2-yl-cyclopropyl)-amide